5-(tert-butyl)-N-(4-(imidazo[1,2-b]pyridazin-8-yl)-2-methylbenzyl)-1,2,4-oxadiazole-3-carboxamide C(C)(C)(C)C1=NC(=NO1)C(=O)NCC1=C(C=C(C=C1)C=1C=2N(N=CC1)C=CN2)C